((3S,4S)-3-hydroxypiperidin-4-yl)amino tert-butyl carbonate C(ON[C@@H]1[C@H](CNCC1)O)(OC(C)(C)C)=O